C(C=C)(=O)N[C@H]1CN(C[C@H]1NC1=NC2=CC=C(C=C2C=N1)C1=C(C(=CC(=C1Cl)OC)OC)Cl)C(=O)OC(C)(C)C tert-butyl (3S,4R)-3-acrylamido-4-((6-(2,6-dichloro-3,5-dimethoxyphenyl)quinazolin-2-yl)amino)pyrrolidine-1-carboxylate